C(CCCCCC)C=C(C(=O)O)C#N.C(C)(C)(C)C1=NC=CC=C1 tertbutyl-pyridine n-heptylcyanoacrylate